N-(tert-Butoxycarbonyl)-6-amino-L-tryptophan C(C)(C)(C)OC(=O)N[C@@H](CC1=CNC2=CC(=CC=C12)N)C(=O)O